N-(3-(3-(ethylthio)propionamido)-2,4-difluorophenyl)benzamide C(C)SCCC(=O)NC=1C(=C(C=CC1F)NC(C1=CC=CC=C1)=O)F